C1(=CC=CC=C1)C1(C2=CC=CC=C2C=2C=CC(=CC12)B(O)O)C1=CC=CC=C1 (9,9-diphenyl-fluoren-2-yl)boronic acid